N-tert-butylmaleimide C(C)(C)(C)N1C(C=CC1=O)=O